COC1=C(C=C(C=C1)C=1C=C2C(=NC1)NC(N2)=O)C 6-(4-methoxy-3-methyl-phenyl)-2-oxo-3H-imidazo[4,5-b]Pyridine